6-azido-2,4-dimethyl-7,8-dihydro-4H-pyrazolo[1,5-a][1,3]diazepin-5(6H)-one N(=[N+]=[N-])C1C(N(C=2N(CC1)N=C(C2)C)C)=O